BrC1=CC(N(C=C1OC1=C(C=CC=C1C)C)CCN1CCOCC1)=O 4-bromo-5-(2,6-dimethylphenoxy)-1-(2-morpholinoethyl)pyridin-2(1H)-one